3-((E)-oct-4-enoyl)-2-oxazolidinone C(CC\C=C\CCC)(=O)N1C(OCC1)=O